CC1CC2=C(NC3=CC=CC=C23)CN1CC1(COC1)C 3-methyl-2-((3-methyloxetan-3-yl)methyl)-2,3,4,9-tetrahydro-1H-pyrido[3,4-b]indole